FC1=C(C(=O)NC2=C3N=C(C=NC3=CC=C2NC)C=2C=NN(C2)C)C(=CC=C1)C 2-fluoro-6-methyl-N-(3-(1-methyl-1H-pyrazol-4-yl)-6-(methylamino)-quinoxalin-5-yl)benzamide